2-[1-[6-methyl-2-(2-methylimidazo[1,2-b]pyridazin-6-yl)-4-oxo-chromen-8-yl]ethylamino]benzoic acid tert-butyl ester C(C)(C)(C)OC(C1=C(C=CC=C1)NC(C)C=1C=C(C=C2C(C=C(OC12)C=1C=CC=2N(N1)C=C(N2)C)=O)C)=O